COC(C1=C(C=C(C(=C1)F)C1=CC=CC=2CN(COC21)C(C2=C(C=C(C=C2Cl)N2CC1(C2)OCCO1)Cl)=O)N1C2COCC1CC2)=O 4-[3-[2,6-Dichloro-4-(5,8-dioxa-2-azaspiro[3.4]oct-2-yl)benzoyl]-2,4-dihydro-1,3-benzoxazin-8-yl]-5-fluoro-2-(3-oxa-8-azabicyclo[3.2.1]oct-8-yl)benzoic acid methyl ester